lithium titanocene [CH-]1C=CC=C1.[CH-]1C=CC=C1.[Ti+2].[Li]